CC1=CC=CC(=N1)C1=C(N=CN1)C=1C=C2C=C(C=NC2=CC1)C=1CCN(CC1)C(=O)[C@H]1NCCC1 [4-[6-[5-(6-methyl-2-pyridyl)-1H-imidazol-4-yl]-3-quinolyl]-3,6-dihydro-2H-pyridin-1-yl]-[(2S)-pyrrolidin-2-yl]methanone